3-(3-methoxy-4-(trifluoromethyl)phenyl)piperidine 4,5-dicyano-1,2,3-triazolate C(#N)C1(N=NN=C1C#N)C(=O)O.COC=1C=C(C=CC1C(F)(F)F)C1CNCCC1